2-chloro-5,5-dimethyl-1,3,2λ5-dioxaphosphorinane-2-one ClP1(OCC(CO1)(C)C)=O